[N+](=O)([O-])C=1C=C(C(=O)NC(C(=O)O)CC(C)C)C=C(C1)[N+](=O)[O-] 2-(3,5-dinitrobenzamido)-4-methylpentanoic acid